FC1=CC=C(C=C1)N(C(=O)[C@H]1N(CCC1)C(=O)OCC1=CC=CC=C1)C1COC1 benzyl (S)-2-((4-fluorophenyl)(oxetan-3-yl)carbamoyl)pyrrolidine-1-carboxylate